3-(2,6-difluoro-3,5-dimethoxyphenyl)-1-ethyl-8-(morpholin-4-ylmethyl)-1,3,4,7-tetrahydro-2H-pyrrolo[3',2':5,6]pyrido[4,3-d]pyrimidin-2-one esylate S(=O)(=O)(O)CC.FC1=C(C(=C(C=C1OC)OC)F)N1C(N(C2=C(C1)C=NC1=C2C=C(N1)CN1CCOCC1)CC)=O